C(CCCCCC)C(CC(=O)C1=CC=CC=C1)=O 1-heptyl-3-phenyl-1,3-propanedione